2-Bromo-6-(4-(((tert-butyldimethylsilyl)oxy)methyl)piperidin-1-yl)pyridine BrC1=NC(=CC=C1)N1CCC(CC1)CO[Si](C)(C)C(C)(C)C